Cl.ClC1=C(C=CC=C1Cl)N1CCN(CC1)CC[C@@H]1CC[C@H](CC1)NC(=O)N(C)C trans-N-[4-[2-[4-(2,3-dichlorophenyl)piperazine-1-yl]ethyl]cyclohexyl]-N',N'-dimethylurea hydrochloride